4-dibutylamino-2-hydroxy-2'-carboxyl-benzophenone C(CCC)N(C1=CC(=C(C(=O)C2=C(C=CC=C2)C(=O)O)C=C1)O)CCCC